(isopropylsulfonyl)piperidin C(C)(C)S(=O)(=O)N1CCCCC1